S1C(=NC2=C1C=CC=C2)C=2C=C(OCCCCCCOC1=CC3=C(C=CC(O3)=O)C=C1)C=CC2 7-(6-(3-(benzo[d]thiazol-2-yl)phenoxy)hexyloxy)-2H-benzopyran-2-one